8,8-dimethyl-7-oxo-2-(1,2,3,4-tetrahydronaphthalene-2-carbonyl)-2-azaspiro[3.5]non-5-ene-6-carbonitrile CC1(C(C(=CC2(CN(C2)C(=O)C2CC3=CC=CC=C3CC2)C1)C#N)=O)C